FC(COC1=NN(C=C1)C=1N=CC(=NC1C1=C(C=CC=C1)C(C)C)NS(=O)(=O)C1=CC=CC=C1)(C(C)(C)C)F N-(5-(3-(2,2-difluoro-3,3-dimethylbutoxy)-1H-pyrazol-1-yl)-6-(2-isopropylphenyl)pyrazin-2-yl)benzenesulfonamide